BrC=1C=C(C(=NC1)C=1N=NC(=CC1)O[C@@H]1[C@@H](C(NC(C1)(C)C)(C)C)F)OCOC 3-[5-bromo-3-(methoxymethoxy)-2-pyridyl]-6-[[(3R,4S)-3-fluoro-2,2,6,6-tetramethyl-4-piperidyl]oxy]pyridazine